CC1(C2(C=3C=CC=C4CNCC[C@H](C43)C1)CC2)C (R)-6',6'-Dimethyl-2',3',4',4a',5',6'-hexahydro-1'H-spiro[cyclopropan-1,7'-naphtho-[1,8-cd]azepin]